CC=1N(N=C2C(=NN=C(C21)C)N2CC(CCC2)C(=O)NCC=2C=NC=CC2)C2=CC=C(C=C2)C 1-(3,4-dimethyl-2-(p-tolyl)-2H-pyrazolo[3,4-d]pyridazin-7-yl)-N-(pyridin-3-ylmethyl)piperidine-3-carboxamide